C(CCCCCCCCCCCCCCCCCCCCCCCCCC)(=O)OCCCCCCCC\C=C/CCCCCC palmitoleyl heptacosanoate